C(C)(C)C(C(C)(C)C(C)C)(C)C diisopropyl-(2,3-dimethylbutane)